5-((4-(propylamino)-5-(trifluoromethyl)pyrimidin-2-yl)amino)benzo[c][1,2]oxaborol-1(3H)-ol C(CC)NC1=NC(=NC=C1C(F)(F)F)NC1=CC2=C(B(OC2)O)C=C1